5-[[2-[(2,4-dimethoxyphenyl)methylamino]-3-fluoropyridin-4-yl]methyl]-3,4-difluoro-2-(2-fluoro-4-iodoanilino)benzoic acid methyl ester COC(C1=C(C(=C(C(=C1)CC1=C(C(=NC=C1)NCC1=C(C=C(C=C1)OC)OC)F)F)F)NC1=C(C=C(C=C1)I)F)=O